Cl.COC1=CC=CC=2C=C(SC21)C=2C=C(C=CC2)C[C@H](C(=O)O)[C@@H]2CNCC2 (2S)-3-[3-(7-Methoxy-1-benzothiophen-2-yl)phenyl]-2-[(3R)-pyrrolidin-3-yl]propanoic acid hydrochloride